CCCCCCCCCC normal decan